4'-[(6S)-6-Methyl-2-oxo-3,6-dihydro-2H-1,3,4-oxadiazin-5-yl]-2'-(trifluoromethyl)[1,1'-biphenyl]-2-carbonitrile C[C@H]1C(=NNC(O1)=O)C1=CC(=C(C=C1)C=1C(=CC=CC1)C#N)C(F)(F)F